1-(4-iodophenyl)-2-phenyldiazene IC1=CC=C(C=C1)N=NC1=CC=CC=C1